4-pyrimidinon N1=CNC(C=C1)=O